(S)-N-(4-((2-(2-aminopropoxy)ethyl)carbamoyl)-3-chlorophenyl)-1-methyl-5-(1-(prop-2-yn-1-yl)-3-(trifluoromethyl)-1H-pyrazol-4-yl)-1H-imidazole-2-carboxamide 2,2,2-trifluoroacetate FC(C(=O)O)(F)F.N[C@H](COCCNC(=O)C1=C(C=C(C=C1)NC(=O)C=1N(C(=CN1)C=1C(=NN(C1)CC#C)C(F)(F)F)C)Cl)C